FC(C1=CC=C(C=C1)C(N1C([C@H](CC1)N1CCC(CC1)C1=CC2=C(NC(O2)=O)C=C1)=O)([2H])[2H])F (S)-6-(1-(1-((4-(difluoromethyl)phenyl)methyl-d2)-2-oxopyrrolidin-3-yl)piperidin-4-yl)benzo[d]oxazol-2(3H)-one